NC1=NC2=CC(=CC=C2C=C1F)CN(C(=O)C=1C=NN(C1)C)C1=CC=CC=2CCS(C21)(=O)=O N-[(2-amino-3-fluoroquinolin-7-yl)methyl]-N-(1,1-dioxo-2,3-dihydro-1λ6-benzothiophen-7-yl)-1-methyl-1H-pyrazole-4-carboxamide